F[B-](F)(F)F.C1=CC=CC2=[O+]C3=CC=CC=C3C=C12 xanthenium tetrafluoroborate